N-(4-{1-[(5-fluoropyridin-2-yl)carbonyl]piperidin-4-yl}butyl)-1H-pyrrolo[3,2-c]pyridine-2-carboxamide FC=1C=CC(=NC1)C(=O)N1CCC(CC1)CCCCNC(=O)C1=CC=2C=NC=CC2N1